[Si](C)(C)(C(C)(C)C)OC[C@H]1N(CC(C(C1)O)(C)C)C(=O)OC(C)(C)C tert-butyl (2S)-2-(((tert-butyldimethylsilyl)oxy)methyl)-4-hydroxy-5,5-dimethylpiperidine-1-carboxylate